ClCC1=NC2=C(N1C)C=C(C=C2)C(=O)OC Methyl 2-(chloromethyl)-1-methyl-1H-benzo[d]imidazole-6-carboxylate